N[C@@H]1[C@@H](OCC12CCN(CC2)C=2NC(C1=C(N2)NC=C1OC1=C(C(=CC=C1)Cl)Cl)=O)C 2-((3S,4S)-4-amino-3-methyl-2-oxa-8-azaspiro[4.5]decan-8-yl)-5-(2,3-dichlorophenoxy)-3,7-dihydro-4H-pyrrolo[2,3-d]pyrimidin-4-one